CC1(C(C2=CC=C(C=C2CC1)C1=CC=C(C=C1)C)NC(O[C@@H]1CN2CCC1CC2)=O)C (S)-quinuclidin-3-yl (2,2-dimethyl-6-(p-tolyl)-1,2,3,4-tetrahydronaphthalen-1-yl)carbamate